nitrovinyl-cyclopropane [N+](=O)([O-])C=CC1CC1